BrC=1N=C(C(=NC1)N)OCC1=C(C=NC=C1)OC 5-bromo-3-((3-methoxypyridin-4-yl)methoxy)pyrazin-2-amine